BrC1=C(C=CC(=C1)C)C 2-bromo-1,4-xylene